ClC1=NC=C(C=C1C(=O)NC(C)C1CC1)OC[C@H](C)NS(=O)(=O)C(F)(F)F 2-chloro-N-(1-cyclopropylethyl)-5-[(2S)-2-(trifluoromethylsulfonylamino)propoxy]pyridine-3-carboxamide